OC1=CC=CC=2C(C3=C(C(=NO3)C3=CC(=C(C(=C3)OC)OC)OC)C(C12)=O)=O 5-hydroxy-3-(3,4,5-trimethoxyphenyl)-naphtho[2,3-d]isoxazole-4,9-dione